3-(glycidoxy-1-isopropoxy)-2-hydroxypropyl acrylate C(C=C)(=O)OCC(COC(C)(C)OCC1CO1)O